4-bromo-8-chloro-2-methyl-2-propyl-2H-benzo[e][1,3]oxazine BrC1=NC(OC2=C1C=CC=C2Cl)(CCC)C